4-(2-{[(2R,7aS)-2-fluoro-hexahydro-1H-pyrrolizin-7a-yl]methoxy}-8-fluoro-4-{8-oxa-3-azabicyclo[3.2.1]octan-3-yl}pyrido[4,3-d]pyrimidin-7-yl)-5-ethynyl-6-fluoronaphthalen-2-ol F[C@@H]1C[C@@]2(CCCN2C1)COC=1N=C(C2=C(N1)C(=C(N=C2)C2=CC(=CC1=CC=C(C(=C21)C#C)F)O)F)N2CC1CCC(C2)O1